(S)-6-acetylamino-2-[(S)-2-(3-{2-[2-(2-benzyloxycarbonylamino-ethoxy)-ethoxy]-ethoxy}-propionylamino)-6-tert-butoxycarbonylamino-hexanoyl-amino]-hexanoic acid tert-butyl ester C(C)(C)(C)OC([C@H](CCCCNC(C)=O)NC([C@H](CCCCNC(=O)OC(C)(C)C)NC(CCOCCOCCOCCNC(=O)OCC1=CC=CC=C1)=O)=O)=O